BrC=1C(NC2=CC(=CN=C2C1)CO)=O 3-bromo-7-(hydroxymethyl)-1H-1,5-naphthyridin-2-one